bis(pyridine) ruthenium [Ru].N1=CC=CC=C1.N1=CC=CC=C1